C(C)(C)(C)C1CC2=C(C(=C(S2)NC(=O)C2=CC=NC=C2)C(N)=O)CC1 N-(6-tert-butyl-3-carbamoyl-4,5,6,7-tetrahydro-1-benzothiophen-2-yl)pyridine-4-carboxamide